C(CCC)C1CC=C(CC1)CC[13CH]=O 3-(4-butylcyclohex-1-en-1-yl)propanal-13C